ClC=1C=C(OC2C(C(C2(C)C)NC(OC(C)(C)C)=O)(C)C)C=CC1C#N t-butyl ((1R,3R)-3-(3-chloro-4-cyanophenoxy)-2,2,4,4-tetramethylcyclobutyl)carbamate